OCCCCCCCCCCC=C 12-hydroxy-1-dodecene